4-methoxy-N-((1-methyl-1H-pyrazol-5-yl)methyl)-7-(1-methyl-6-oxo-1,6-dihydropyridin-3-yl)-N-(3-(methylamino)-3-oxopropyl)benzo[b]thiophene-2-carboxamide COC1=CC=C(C=2SC(=CC21)C(=O)N(CCC(=O)NC)CC2=CC=NN2C)C2=CN(C(C=C2)=O)C